(S)-hexahydropyrazine N1CCNCC1